2-[4-[(3S)-3-(5-cyano-3-pyridinyl)isoxazolidine-2-carbonyl]-1-piperidinyl]-N-[2-(1-methylcyclopropyl)ethyl]pyrimidine-4-carboxamide C(#N)C=1C=C(C=NC1)[C@H]1N(OCC1)C(=O)C1CCN(CC1)C1=NC=CC(=N1)C(=O)NCCC1(CC1)C